ClC1=C(COC=2C=C3CCCC3=CC2)C=CC(=C1)C 5-((2-chloro-4-methylbenzyl)oxy)-2,3-dihydro-1H-inden